((1R,5R,7s)-7-methyl-2,6-diazabicyclo[3.2.0]heptan-6-yl)-1,6-naphthyridine C[C@@H]1N([C@@H]2CCN[C@H]12)C1=NC2=CC=NC=C2C=C1